ClC=1C(=CC(=C(C(=O)NC2=C(C=NC=C2)C)C1)NC1=C(C=C(C=C1)OC(F)(F)F)C)F 5-chloro-4-fluoro-2-((2-methyl-4-(trifluoromethoxy)phenyl)amino)-N-(3-methylpyridin-4-yl)benzamide